3-(6-oxo-1,6-dihydropyridazin-3-yl)-benzonitrile O=C1C=CC(=NN1)C=1C=C(C#N)C=CC1